OC1(CCN(CC1)CCOC)C1=CC=CS1 5-(4-hydroxy-1-(2-methoxyethyl)piperidin-4-yl)thiophen